2-cyclopropyl-6-(4-fluorophenyl)-5-oxo-2,5-dihydropyridazine-4-carboxylic acid C1(CC1)N1N=C(C(C(=C1)C(=O)O)=O)C1=CC=C(C=C1)F